3,5-dichloro-N-(2,4-difluoro-3-iodophenyl)benzenesulfonamide ClC=1C=C(C=C(C1)Cl)S(=O)(=O)NC1=C(C(=C(C=C1)F)I)F